(2-((1R,3R,4S)-3-amino-4-(((S)-2-amino-3-methylbutanamido)methyl)-3-(methoxycarbonyl)cyclohexyl)ethyl)boronic acid N[C@@]1(C[C@@H](CC[C@H]1CNC([C@H](C(C)C)N)=O)CCB(O)O)C(=O)OC